2-hydroxy-2,2-diphenylacetic acid quinuclidin-3-yl ester N12CC(C(CC1)CC2)OC(C(C2=CC=CC=C2)(C2=CC=CC=C2)O)=O